FC=1C=CC(=C(C1)C1=CC(=C(N=N1)NC1C[C@@H]2[C@@H](CN(C2)C([2H])([2H])C2CCOCC2)C1)C)C (3aR,5s,6aS)-N-(6-(5-fluoro-2-methylphenyl)-4-methylpyridazin-3-yl)-2-((tetrahydro-2H-pyran-4-yl)methyl-d2)octahydrocyclopenta[c]pyrrol-5-amine